CS(=O)(=O)C1=C(C(=O)NCC#C)C=C(C=N1)[N+](=O)[O-] 2-(Methylsulfonyl)-5-nitro-N-(prop-2-yn-1-yl)nicotinamide